(5S)-5-[[[1-(4-bromophenyl)cyclohexyl]amino]methyl]-2-pyrrolidone BrC1=CC=C(C=C1)C1(CCCCC1)NC[C@@H]1CCC(N1)=O